BrC=1C=C2C(=C(C(=NC2=C2C=CC=NC12)OCC1=CC=C(C=C1)OC)N)C=1C2=CN(N=C2C(=CC1)F)C1OCCCC1 6-Bromo-4-[7-fluoro-2-(oxan-2-yl)indazol-4-yl]-2-[(4-methoxyphenyl)methoxy]-1,7-phenanthroline-3-amine